ISOBUTYL PHENYL ACETATE CC(C)COC(=O)CC1=CC=CC=C1